C1(=CC=CC=C1)C(CCC(=O)C1=CC=CC=C1)=O 1,4-diphenyl-butane-1,4-dione